4-(bicyclo[2.2.2]oct-5-en-2-ylmethoxy)benzaldehyde C12C(CC(C=C1)CC2)COC2=CC=C(C=O)C=C2